4-ethoxy-N-{8-fluoro-2-methylimidazo[1,2-a]pyridin-6-yl}-2-[(3S)-3-methylpiperazin-1-yl]pyrimidine-5-carboxamide C(C)OC1=NC(=NC=C1C(=O)NC=1C=C(C=2N(C1)C=C(N2)C)F)N2C[C@@H](NCC2)C